N(=[N+]=[N-])CC1=CC=C(C=C1)C=1[Si](C(=C(C1C1=CC=CC=C1)C1=CC=CC=C1)C1=CC=C(C=C1)CN=[N+]=[N-])(C)C 2,5-Bis[4-(azidomethyl)phenyl]-1,1-dimethyl-3,4-diphenyl-1H-silol